N=1N=C(N2C1C=CC=C2)CCNC=2C1=C(N=C(N2)OCC2(CC2)CN(C)C)CN(CC1)C1=CC=CC2=CC=CC(=C12)CC N-(2-([1,2,4]triazolo[4,3-a]pyridin-3-yl)ethyl)-2-((1-((dimethylamino)methyl)cyclopropyl)methoxy)-7-(8-ethylnaphthalen-1-yl)-5,6,7,8-tetrahydropyrido[3,4-d]pyrimidin-4-amine